(S)-2-((benzyloxy)methyl)-2,3-dihydro-[1,4]dioxino[2,3-f]isobenzofuran-6(8H)-one C(C1=CC=CC=C1)OC[C@H]1COC=2C(=CC=3COC(C3C2)=O)O1